C(C)(=O)NC=1N=C2N(N=C(C=C2)C=2C=C(C(=NC2)OC)C(=O)NCC2=C(C=CC=C2)CN2CCOCC2)C1 5-{2-acetamidoimidazo[1,2-b]pyridazin-6-yl}-2-methoxy-N-({2-[(morpholin-4-yl)methyl]phenyl}methyl)pyridine-3-carboxamide